5-[2-chloro-3-fluoro-4-[1-(2-methoxy-ethyl)-5-methyl-pyrazol-4-yl]phenyl]-N-[3-chloro-4-[4-(piperidine-4-carbonyl)piperazine-1-carbonyl]phenyl]-1-methyl-imidazole-2-carboxamide ClC1=C(C=CC(=C1F)C=1C=NN(C1C)CCOC)C1=CN=C(N1C)C(=O)NC1=CC(=C(C=C1)C(=O)N1CCN(CC1)C(=O)C1CCNCC1)Cl